C(C1=CC=CC=C1)N1C=C(C=2C1=NC=CC2Cl)C(C(F)(F)F)=O 1-(1-benzyl-4-chloro-1H-pyrrolo[2,3-b]pyridin-3-yl)-2,2,2-trifluoroethanone